(1-(thiophen-3-yl)cyclopentyl)methanol S1C=C(C=C1)C1(CCCC1)CO